tris-(2,3-dichloropropyl) phosphate P(=O)(OCC(CCl)Cl)(OCC(CCl)Cl)OCC(CCl)Cl